FC=1C=C(C=C(C1)F)[C@@H]1CC[C@H]2OC3(C(N21)=O)CC(C3)O[C@H](C)C3=NC=CC=C3F |o1:21| (1R or S,3R or S,5'S,7a'R)-5'-(3,5-difluorophenyl)-3-((R or S)-1-(3-fluoropyridin-2-yl)ethoxy)tetrahydro-3'H-spiro[cyclobutane-1,2'-pyrrolo[2,1-b]oxazol]-3'-one